N1N=CC(=C1)C1=NC=CC(=C1)OC1=CC(=C(C=C1)NC(=O)NC1=CC(=NN1C1=CC=C2CCNCC2=C1)C(C)(C)C)F 1-(4-(2-(1H-pyrazol-4-yl)pyridin-4-yloxy)-2-fluorophenyl)-3-(3-tert-butyl-1-(1,2,3,4-tetrahydroisoquinolin-7-yl)-1H-pyrazol-5-yl)urea